3-(2-(4-fluorophenyl)-5-(1-(trifluoromethyl)cyclopropyl)-1H-pyrrol-3-yl)propanoic acid FC1=CC=C(C=C1)C=1NC(=CC1CCC(=O)O)C1(CC1)C(F)(F)F